CC(CC)(C)C1=CC2=C(NN=N2)C=C1 5-(1',1'-Dimethylpropyl)-benzotriazole